4-methyl-1H-imidazole CC=1N=CNC1